N-[4-(4-methyl-2-phenylpiperazine-1-carbonyl)-3-[4-(trifluoromethyl)pyrazol-1-yl]phenyl]cyclopropanecarboxamide CN1CC(N(CC1)C(=O)C1=C(C=C(C=C1)NC(=O)C1CC1)N1N=CC(=C1)C(F)(F)F)C1=CC=CC=C1